C(C)(C)(C)OC(=O)N1C[C@@H](CCC1)C1=CC=C(C=C1)N1N=C2C(=CC=CC2=C1)C(=O)[O-].[Li+] lithium (S)-2-(4-(1-(tert-butoxycarbonyl)piperidin-3-yl)phenyl)-2H-indazole-7-carboxylate